N-(5-(2,6-difluoro-4-methoxyphenyl)-1-methyl-2-(6-(N-methylmethylsulfonamido)-3-(trifluoromethyl)pyridin-2-yl)-3-oxo-2,3-dihydro-1H-pyrazol-4-yl)-4-(difluoromethoxy)benzamide FC1=C(C(=CC(=C1)OC)F)C1=C(C(N(N1C)C1=NC(=CC=C1C(F)(F)F)N(S(=O)(=O)C)C)=O)NC(C1=CC=C(C=C1)OC(F)F)=O